N-(4,6-dichloro-2-pyridyl)benzenesulfonamide ClC1=CC(=NC(=C1)Cl)NS(=O)(=O)C1=CC=CC=C1